benzyl 2-(3-(3-ethoxy-3-oxopropyl)phenyl)-8-hydroxy-2,7,7-trimethyloctanoate C(C)OC(CCC=1C=C(C=CC1)C(C(=O)OCC1=CC=CC=C1)(CCCCC(CO)(C)C)C)=O